{3-[3-amino-4-(7H-pyrrolo[2,3-d]pyrimidine-4-yl)-1H-pyrazol-1-yl]-1-(isopropylsulfonyl)azetidin-3-yl}acetonitrile NC1=NN(C=C1C=1C2=C(N=CN1)NC=C2)C2(CN(C2)S(=O)(=O)C(C)C)CC#N